C(C)OC(=O)C1(CC(=NO1)C1=C(C=C(C(=C1)C1=CC(=NC=C1OC)Cl)F)Cl)C 3-[2-chloro-5-(2-chloro-5-methoxy-4-pyridinyl)-4-fluoro-phenyl]-5-methyl-4H-isoxazole-5-carboxylic acid ethyl ester